CCCCCCCC=C 8-methyl-octa-1-ene